(3R)-3-[(1S)-2-[(4S)-4-benzyl-2-oxo-oxazolidin-3-yl]-1-[(3-benzyloxyphenyl)methyl]-2-oxoethyl]pyrrolidine-1-carboxylic acid tert-butyl ester C(C)(C)(C)OC(=O)N1C[C@H](CC1)[C@@H](C(=O)N1C(OC[C@@H]1CC1=CC=CC=C1)=O)CC1=CC(=CC=C1)OCC1=CC=CC=C1